C(CCCCCCC)[Zn]CCCCCCCC.[Zn] zinc bisoctylzinc salt